4-chloro-5-((3S,4S)-3-((4-(3,5-dimethylisoxazol-4-yl)-5-fluoropyridin-2-yl)oxy)-4-fluoropyrrolidin-1-yl)pyridazin-3(2H)-one ClC=1C(NN=CC1N1C[C@@H]([C@H](C1)F)OC1=NC=C(C(=C1)C=1C(=NOC1C)C)F)=O